4-bromo-N-(2,2-difluoroethyl)-2-nitroaniline BrC1=CC(=C(NCC(F)F)C=C1)[N+](=O)[O-]